1-(2-carbonyl-1,2-dihydrobenzo[cd]indol-6-yl)-N-(6-(tetrahydrofurane-2-yl)-5-(trifluoromethyl)pyridin-3-yl)-5-(trifluoromethyl)-1H-pyrazole-4-carboxamide C(=O)=C1NC2=CC=C(C=3C2=C1C=CC3)N3N=CC(=C3C(F)(F)F)C(=O)NC=3C=NC(=C(C3)C(F)(F)F)C3OCCC3